3-(2-hydroxyethyl)-11,11,28-trimethyl-13-pentadecyl-10,12,14-trioxa-3-aza-11-silatriacontan-1-ol OCCN(CCO)CCCCCCO[Si](OC(OCCCCCCCCCCCCCC(CC)C)CCCCCCCCCCCCCCC)(C)C